[GeH3+]=O.[Si+4] silicon germaniumOne